[Sc].[Ag].[Cu] copper silver scandium